4-[(1S)-1-[4-(4-cyclopropylimidazol-1-yl)phenyl]ethoxy]-2,6-dimethyl-pyrimidine C1(CC1)C=1N=CN(C1)C1=CC=C(C=C1)[C@H](C)OC1=NC(=NC(=C1)C)C